5-cyano-2-(3-ethylsulfonyl-5-trifluoromethylpyridin-2-yl)-3-methyl-6-trifluoromethyl-3H-imidazo[4,5-b]pyridine C(#N)C1=C(C=C2C(=N1)N(C(=N2)C2=NC=C(C=C2S(=O)(=O)CC)C(F)(F)F)C)C(F)(F)F